ClC1=C(C=CC=C1C1=C(C(=NC=C1)C=1C=C2CNCC2=CC1)Cl)C1=CC=C(C(=N1)OC)CNC1CCN(CC1)C(C)=O 1-(4-(((6-(2-chloro-3-(3-chloro-2-(isoindolin-5-yl)pyridin-4-yl)phenyl)-2-methoxypyridin-3-yl)methyl)amino)piperidin-1-yl)ethan-1-one